NC1(CCC1)C(=O)NC1=CC(=C(C=C1)OC)OC 1-amino-N-(3,4-dimethoxyphenyl)cyclobutane-1-formamide